C(C)(C)(C)C1=CC=C(C=C1)C=1C=2N(C3=CC=C(C=C3N1)S(=O)(=O)Cl)C=CC2 4-(4-(tert-butyl)phenyl)pyrrolo[1,2-a]quinoxaline-7-sulfonyl chloride